3-(methylthio)propanoyl chloride CSCCC(=O)Cl